tert-butyl-rel-(6S,7R)-7-{[(4-hydroxycyclohexyl)oxy]methyl}-2-oxo-1,8-diazaspiro[5.5]undecane-8-carboxylate C(C)(C)(C)OC(=O)N1[C@H]([C@]2(CCCC(N2)=O)CCC1)COC1CCC(CC1)O |o1:8,9|